(R)-2-((S)-1-amino-1,3-dihydrospiro[indene-2,4'-piperidine]-1'-yl)-5-(2,3-dichlorophenyl)-6-methylpyrimidine-4-carboxylic acid N[C@@H]1C2=CC=CC=C2CC12CCN(CC2)C2=NC(=C(C(=N2)C(=O)O)C2=C(C(=CC=C2)Cl)Cl)C